(2S,21S)-11,12-bis(2-(2,5-dioxo-2,5-dihydro-1H-pyrrol-1-yl)acetyl)-2,21-dimethyl-4,9,14,19-tetraoxo-3,8,11,12,15,20-hexaazadocosane O=C1N(C(C=C1)=O)CC(=O)N(CC(NCCCC(NC(C)C)=O)=O)N(CC(NCCCC(NC(C)C)=O)=O)C(CN1C(C=CC1=O)=O)=O